4-amino-3-carboxyphenol NC1=C(C=C(C=C1)O)C(=O)O